C1(CC1)C1=C(C(=NO1)C1=C(C=CC=C1)C(F)(F)F)COC1CC2CCC(C1)N2C=2SC1=C(N2)C(=CC(=C1)C(=O)O)F 2-[3-({5-cyclopropyl-3-[2-(trifluoromethyl)phenyl]-1,2-oxazol-4-yl}methoxy)-8-azabicyclo[3.2.1]octan-8-yl]-4-fluoro-1,3-benzothiazole-6-carboxylic acid